NC1=C(C(N=C2N1C(=CS2)C2=CC=C(C=C2)Cl)C2=CC=C(C=C2)C#N)C#N 5-amino-3-(4-chlorophenyl)-7-(4-cyanophenyl)-7H-thiazolo[3,2-a]pyrimidine-6-carbonitrile